CC([C@@H](C(=O)N1[C@@H]([C@H]2C([C@H]2C1)(C)C)C(=O)OC)NC(=O)OC1(CCC1)C(F)(F)F)(C)C methyl (1R,2S,5S)-3-[(2S)-3,3-dimethyl-2-[[1-(trifluoromethyl)cyclobutoxy]carbonylamino]butanoyl]-6,6-dimethyl-3-azabicyclo[3.1.0]hexane-2-carboxylate